C(C1=CC=CC=C1)NC=1N(C2=C(N(S(C(C2=O)C2=CC=CC=C2)(=O)=O)C)N1)C 6-(benzylamino)-1,5-dimethyl-3-phenyl-3,5-dihydroimidazo[4,5-c][1,2]thiazine-4(1H)-one 2,2-dioxide